CS(=O)(=O)C1=C(C=C(C(=C1)N)S(=O)(=O)C)N 2,5-bis(methylsulfonyl)-1,4-phenylenediamine